C(C)(C)(C)OC(=O)N[C@H](C(=O)O)[C@H](CC)C (2S,3S)-2-((t-butoxycarbonyl)amino)-3-methylpentanoic acid